N-(1-(2,4-dichlorophenyl)-2-methylpropyl)-3-fluoro-N-(pyridin-3-ylmethyl)benzamide ClC1=C(C=CC(=C1)Cl)C(C(C)C)N(C(C1=CC(=CC=C1)F)=O)CC=1C=NC=CC1